magnesium ((2R,3S,5R)-5-(4-amino-2-oxopyrimidin-1(2H)-yl)-3-((butoxyoxidophosphoryl)oxy)tetrahydrofuran-2-yl)methyl butyl phosphate P(=O)(OC[C@H]1O[C@H](C[C@@H]1OP(=O)([O-])OCCCC)N1C(N=C(C=C1)N)=O)(OCCCC)[O-].[Mg+2]